24-hydroxytetracosyl tetracos-15-enoate C(CCCCCCCCCCCCCC=CCCCCCCCC)(=O)OCCCCCCCCCCCCCCCCCCCCCCCCO